N-(4-methoxybut-2-yn-1-yl)methanesulfonamide COCC#CCNS(=O)(=O)C